N-(4-[3-[(3-fluoro-2-methoxyphenyl)amino]-4-oxo-5H,6H,7H-pyrazolo[1,5-a]pyrazin-2-yl]pyridin-3-yl)cyclobutanecarboxamide FC=1C(=C(C=CC1)NC=1C(=NN2C1C(NCC2)=O)C2=C(C=NC=C2)NC(=O)C2CCC2)OC